ClC=1C(N(N=CC1N[C@H]1CN(C[C@H](C1)C1=CC=C(C=C1)CCl)C)C)=O 4-chloro-5-(((3R,5R)-5-(4-(chloromethyl)phenyl)-1-methylpiperidin-3-yl)amino)-2-methylpyridazin-3(2H)-one